ClC1=CC=2C=3C=CC(=CC3N(C(N(C2N=C1)CC)=O)C1=C(C=C(C=C1F)NCC(=O)O)F)Cl 2-[(4-{4,13-dichloro-8-ethyl-9-oxo-6,8,10-triazatricyclo[9.4.0.02,7]pentadeca-1(11),2(7),3,5,12,14-hexaen-10-yl}-3,5-difluorophenyl)amino]acetic acid